1-(1-oxo-2-propenyl)piperidine O=C(C=C)N1CCCCC1